N[Si](OCCC)(OCCC)C1=CC=CC=C1 aminophenyldipropoxysilane